C(C)C1=CC(=CC(=C1)C#C)CC 1,3-diethyl-5-ethynylbenzene